CC1=NC=CC=C1C(=O)N 2-methylpyridin-3-carboxamid